cyclopentandione oxime C1(C(CCC1)=O)=NO